(3S,6S,9aR)-6-((tert-butoxycarbonyl)amino)-5-oxo-2,3,5,6,7,9a-hexahydro-1H-pyrrolo[1,2-a]azepine-3-carboxylic acid C(C)(C)(C)OC(=O)N[C@H]1CC=C[C@@H]2N(C1=O)[C@@H](CC2)C(=O)O